3-(4-bromophenyl)pyrrolidine-1-carboxylic acid tert-butyl ester C(C)(C)(C)OC(=O)N1CC(CC1)C1=CC=C(C=C1)Br